2-((ethyl(isobutyl)amino)methyl)-6-(3-(3-methoxy-1-(4-methyl-4H-1,2,4-triazol-3-yl)cyclobutyl)phenyl)-4-(trifluoromethyl)-1,6-dihydro-7H-pyrrolo[2,3-c]pyridin-7-one C(C)N(CC(C)C)CC1=CC2=C(C(N(C=C2C(F)(F)F)C2=CC(=CC=C2)C2(CC(C2)OC)C2=NN=CN2C)=O)N1